CN(C(O[C@H](C(=O)NC=1C(N(C=CC1)CC=1N(C2=CC=C(C=C2C1)F)CC1=C(C=C(C=C1)F)F)=O)CC\C=C\C(=O)N(C)C)=O)C (S,E)-1-((1-((1-(2,4-difluorobenzyl)-5-fluoro-1H-indol-2-yl)methyl)-2-oxo-1,2-dihydropyridin-3-yl)amino)-7-(dimethylamino)-1,7-dioxohept-5-en-2-yl dimethylcarbamate